NC1=CC(=C2C(=N1)C=C(S2)C2=CC=NN2)NCCCN2CCC(CC2)(O)C 1-(3-((5-amino-2-(1H-pyrazol-5-yl)thieno[3,2-b]pyridin-7-yl)amino)propyl)-4-methylpiperidin-4-ol